NCC1(CCCCC1)CC1=NOC(N1)=O 3-(1-aminomethyl-cyclohexylmethyl)-4H-[1,2,4]-oxadiazol-5-one